BrC=1C(=C(C=CC1)C=1N(C(C(=C(N1)C(=O)NC=1C=NOC1)O)=O)C)C 2-(3-bromo-2-methylphenyl)-5-hydroxy-N-(isoxazol-4-yl)-1-methyl-6-oxo-1,6-dihydropyrimidine-4-carboxamide